benzyl 4-[(4-methoxycarbonylphenyl)methyl]-1,4-diazepane-1-carboxylate COC(=O)C1=CC=C(C=C1)CN1CCN(CCC1)C(=O)OCC1=CC=CC=C1